ClC1=CC=C(C(=N1)C(=O)O)N[C@H](C)C1=C2N=C(C(=NC2=CC(=C1)C)C#N)N1[C@@H]2C(C[C@H](C1)C2)(F)F 6-chloro-3-(((R)-1-(2-cyano-3-((1S,4R)-6,6-difluoro-2-azabicyclo[2.2.1]heptan-2-yl)-7-methylquinoxalin-5-yl)ethyl)amino)picolinic acid